ClC=1C=C(C=C(C1)NS(=O)(=O)CC)NC(=O)C1=CN(C(=C1)C1=NC=C(C=C1)N1CC(C1)(F)F)C N-(3-chloro-5-(ethylsulfonamido)phenyl)-5-(5-(3,3-difluoroazetidin-1-yl)pyridin-2-yl)-1-methyl-1H-pyrrole-3-carboxamide